C(#N)[C@]1([C@H](OC1)C)NS(=O)(=O)C=1C=C2C(N(C(N(C2=CC1)CC)=O)CC)=O N-((2R,3S)-3-cyano-2-methyloxetan-3-yl)-1,3-diethyl-2,4-dioxo-1,2,3,4-tetrahydroquinazoline-6-sulfonamide